C(C1=CC=CC=C1)N1C[C@H](CCC1)C1=CC=NC=2N1N=C(C2)C 7-((S)-1-Benzylpiperidin-3-yl)-2-methylpyrazolo[1,5-a]pyrimidin